tert-butyl 3-(piperazin-1-yl)piperidine-1-carboxylate N1(CCNCC1)C1CN(CCC1)C(=O)OC(C)(C)C